[Si](C)(C)(C(C)(C)C)OCC[C@H]1N(CC[C@@H](C1)NC1=C(C(=NC2=C(C(=C(C=C12)Cl)C1=NC=CC2=CC=CC(=C12)C#N)F)Cl)C=O)C(=O)OC(C)(C)C tert-butyl (2S,4S)-2-(2-((tert-butyldimethylsilyl)oxy)ethyl)-4-((2,6-dichloro-7-(8-cyanoisoquinolin-1-yl)-8-fluoro-3-formylquinolin-4-yl)amino)piperidine-1-carboxylate